tert-butyl (S)-3-(2-(((3-(4-decylphenyl)-1,2,4-oxadiazol-5-yl)methyl)amino)-2-oxoethyl)piperidine-1-carboxylate C(CCCCCCCCC)C1=CC=C(C=C1)C1=NOC(=N1)CNC(C[C@H]1CN(CCC1)C(=O)OC(C)(C)C)=O